NC1=CC=C(C=C1)C1=NC2=CC=C(C=C2C(N1)=O)N 2-(4-aminophenyl)-6-amino-4(3H)-quinazolinone